ethyl (4-((4-(3-(3-(tert-butyl)-1-phenyl-1H-pyrazol-5-yl)ureido)naphthalen-1-yl)oxy)pyridin-2-yl)carbamate C(C)(C)(C)C1=NN(C(=C1)NC(NC1=CC=C(C2=CC=CC=C12)OC1=CC(=NC=C1)NC(OCC)=O)=O)C1=CC=CC=C1